COC[C@@H]1N(CCC1)NC(CCCCCC=1N=C(N(C1)C1=CC=CC=C1)NC(C1=CC(=CC=C1)C=1C=NNC1)=O)=O (R)-N-(4-(6-((2-(methoxymethyl)pyrrolidin-1-yl)amino)-6-oxohexyl)-1-phenyl-1H-imidazol-2-yl)-3-(1H-pyrazol-4-yl)benzamide